FC(C1=NN(C=C1NC(=O)C=1N=C(OC1)C1=CC(=NC=C1)NCC(F)(F)F)C1CCN(CC1)CC1=CC=C(C=C1)C1C(NC(CC1)=O)=O)F N-(3-(difluoromethyl)-1-(1-(4-(2,6-dioxopiperidin-3-yl)benzyl)piperidin-4-yl)-1H-pyrazol-4-yl)-2-(2-((2,2,2-trifluoroethyl)amino)pyridin-4-yl)oxazole-4-carboxamide